C1(CC1)CC=1C=CC(=C(C1)C(C(=O)O)N1C[C@@H](CC1)OCCCCCC1=NC=2NCCCC2C=C1)OC(F)(F)F 2-(5-(cyclopropylmethyl)-2-(trifluoromethoxy)phenyl)-2-((R)-3-((5-(5,6,7,8-tetrahydro-1,8-naphthyridin-2-yl)pentyl)oxy)pyrrolidin-1-yl)acetic acid